2'-(3-chloro-1H-pyrrolo[2,3-b]pyridin-5-yl)-1-(cyclohexylmethyl)-5',6'-dihydrospiro[piperidine-4,4'-pyrrolo[1,2-b]pyrazole] ClC1=CNC2=NC=C(C=C21)C=2C=C1N(N2)CCC12CCN(CC2)CC2CCCCC2